2,3,5,6-tetramethyl-N-(3-(oxazol-5-yl)phenyl)benzenesulfonamide CC1=C(C(=C(C=C1C)C)C)S(=O)(=O)NC1=CC(=CC=C1)C1=CN=CO1